2-((2R,4S)-2-(1-cyclopropyl-1H-pyrazol-4-yl)tetrahydro-2H-pyran-4-yl)-4-(6-methoxypyridin-3-yl)-6,7-dimethylpteridine C1(CC1)N1N=CC(=C1)[C@@H]1OCC[C@@H](C1)C1=NC2=NC(=C(N=C2C(=N1)C=1C=NC(=CC1)OC)C)C